3-chloro-1H-pyridazin-6-one ClC1=NNC(C=C1)=O